4-(3-(4-(2-bromoethoxy)-3-ethylphenyl)-4,4-dimethyl-5-oxo-2-thioxoimidazolidin-1-yl)-2-(trifluoromethyl)benzonitrile BrCCOC1=C(C=C(C=C1)N1C(N(C(C1(C)C)=O)C1=CC(=C(C#N)C=C1)C(F)(F)F)=S)CC